2-chloro-4-(1,4-dimethyl-1H-1,2,3-triazol-5-yl)-5-fluoropyrimidine ClC1=NC=C(C(=N1)C1=C(N=NN1C)C)F